Cl.Cl.CN1N=CC(=C1)[C@H](CN1C[C@H](CCC1)C)N (R)-1-(1-methyl-1H-pyrazol-4-yl)-2-((S)-3-methylpiperidin-1-yl)ethan-1-amine dihydrochloride